[N].[As].[Ga].[In] indium-gallium-arsenic nitrogen